C(C)(C)[C@H]1CO[C@@]23CC[C@@H](C[C@H]3CCC(N21)=O)N(C2CCN(CC2)C(=O)OC(C)(C)C)CC2=CC=C(C=C2)C(F)(F)F tert-butyl 4-[[(3S,7aR,9S,11aR)-3-isopropyl-5-oxo-3,6,7,7a,8,9,10,11-octahydro-2H-oxazolo[2,3-j]quinolin-9-yl]-[[4-(trifluoromethyl)phenyl]methyl]amino]piperidine-1-carboxylate